N[C@H]1CN(CCC1)C(=O)C=1C=C(C=2N(C1)N=C(C2C)C=2N(C1=CC(=CC=C1C2)N2CCC(CC2)N(C(OC)=O)C)CC2CC2)OC Methyl N-[1-(2-{6-[(3R)-3-aminopiperidine-1-carbonyl]-4-methoxy-3-methylpyrazolo[1,5-a]pyridin-2-yl}-1-(cyclopropylmethyl)-1H-indol-6-yl)piperidin-4-yl]-N-methylcarbamate